OC(C(C1=C(C=CC=C1)C(F)(F)F)S[C@@H]1O[C@@H]([C@@H]([C@@H]([C@H]1O)N1N=NC(=C1)C1=CC(=C(C(=C1)F)F)F)O)CO)CC (2S,3R,4S,5R,6R)-2-((2-Hydroxy-1-(2-(trifluoromethyl)phenyl)butyl)thio)-6-(hydroxymethyl)-4-(4-(3,4,5-trifluorophenyl)-1H-1,2,3-triazol-1-yl)tetrahydro-2H-pyran-3,5-diol